COC(=O)C1=NC=CC(=C1)NC(=O)[C@@H]1O[C@H]([C@H]([C@H]1C1=C(C(=C(C=C1)F)F)OC)C)C(C)C 4-[[(2r,3s,4s,5s)-3-(3,4-difluoro-2-methoxy-phenyl)-5-isopropyl-4-methyl-tetrahydrofuran-2-carbonyl]amino]pyridine-2-carboxylic acid methyl ester